FC=1C=C(C=C(C1)F)N1C(CCC1C1=NC2=C(N1[C@H]1CN(CC1)S(=O)(=O)C)C=CC(=C2)C=2C(=NOC2C)C)=O 1-(3,5-difluorophenyl)-5-(5-(3,5-dimethylisoxazol-4-yl)-1-((R)-1-(methylsulfonyl)pyrrolidin-3-yl)-1H-benzo[d]imidazol-2-yl)pyrrolidin-2-one